1,3-dimethyl-N-(3-(3-(pyridin-4-yl)phenyl)propyl)-1H-pyrazole-5-carboxamide CN1N=C(C=C1C(=O)NCCCC1=CC(=CC=C1)C1=CC=NC=C1)C